7-((4-methoxybenzyl)oxy)-8-(prop-1-en-2-yl)chroman-4-one COC1=CC=C(COC2=CC=C3C(CCOC3=C2C(=C)C)=O)C=C1